6,8-dichloro-2-(4-(3-chloropropoxy)phenyl)-3-hydroxyquinolin-4(1H)-one ClC=1C=C2C(C(=C(NC2=C(C1)Cl)C1=CC=C(C=C1)OCCCCl)O)=O